FC(CN[C@@H](CCO)C)F (3R)-3-[(2,2-difluoroethyl)amino]butan-1-ol